tert-Butyl (R)-3-((4-chlorophthalazin-1-yl)oxy)piperidine-1-carboxylate ClC1=NN=C(C2=CC=CC=C12)O[C@H]1CN(CCC1)C(=O)OC(C)(C)C